S1C(=NC2=C1C=CC=C2)OC2=C(C=C(C=C2)CCC(O)(C2=CC=CC=C2)C(F)(F)F)OC 3-[4-(1,3-benzothiazol-2-yloxy)-3-methoxyphenyl]-1-(trifluoromethyl)-1-phenylpropan-1-ol